C(C)OC(CCCCC(CCCl)=O)=O 6-oxo-8-chlorooctanoic acid ethyl Ester